4-methyl-5-oxo-7-(4-(4-(trifluoromethoxy)phenoxy)piperidin-1-yl)-2-(trifluoromethyl)-4,5-dihydrothieno[3,2-b]pyridine-6-carbonitrile CN1C2=C(C(=C(C1=O)C#N)N1CCC(CC1)OC1=CC=C(C=C1)OC(F)(F)F)SC(=C2)C(F)(F)F